Benzyl 4-(3-(2,6-dioxopiperidin-3-yl)-7-(fluorosulfonyl)-2-oxo-2,3-dihydrobenzo[d]oxazol-6-yl)piperidine-1-carboxylate O=C1NC(CCC1N1C(OC2=C1C=CC(=C2S(=O)(=O)F)C2CCN(CC2)C(=O)OCC2=CC=CC=C2)=O)=O